benzyl(methyl)(((7-(5-(trifluoromethyl)-1,2,4-oxadiazol-3-yl)imidazo[1,2-a]pyridin-2-yl)methyl)imino)-λ6-sulfanone C(C1=CC=CC=C1)S(=O)(=NCC=1N=C2N(C=CC(=C2)C2=NOC(=N2)C(F)(F)F)C1)C